NC1=NC2=C(C=C(C1)C(=O)N(OCCNC(O)=O)CCC)C=CC(=C2)C(=O)N2C[C@@H](CCC2)NC2=CC=CC=C2 [2-[[2-amino-8-[(3R)-3-anilinopiperidine-1-carbonyl]-3H-1-benzazepin-4-carbonyl]-propyl-amino]oxyethyl]carbamic acid